(E)-4-(4-fluorophenyl)-2-o-methoxystyrylthiazole FC1=CC=C(C=C1)C=1N=C(SC1)\C=C\C1=C(C=CC=C1)OC